N-[(3-fluoro-5-methoxyphenyl)methyl]-4-(1,7-diaza-7-spiro[4.4]nonyl)-5-(3,5-difluorophenyl)nicotinamide FC=1C=C(C=C(C1)OC)CNC(C1=CN=CC(=C1N1CC2(CCCN2)CC1)C1=CC(=CC(=C1)F)F)=O